2-((2-chlorobenzyl)thio)-4-(3-ethoxy-4-methoxyphenyl)-6-oxo-1,6-dihydropyrimidine-5-carbonitrile ClC1=C(CSC=2NC(C(=C(N2)C2=CC(=C(C=C2)OC)OCC)C#N)=O)C=CC=C1